(2R,3R,4R,5R)-2-[(acetyloxy)methyl]-5-[2-amino-6-(methylamino)purin-9-yl]-4-fluoro-4-methyloxolan-3-yl 2-methylpropanoate CC(C(=O)O[C@@H]1[C@H](O[C@H]([C@]1(C)F)N1C2=NC(=NC(=C2N=C1)NC)N)COC(C)=O)C